BrC=1C=C(C2=C(N(C([C@H](CC2)NC(OC(C)(C)C)=O)=O)C)C1)F Tert-butyl (S)-(8-bromo-6-fluoro-1-methyl-2-oxo-2,3,4,5-tetrahydro-1H-benzo[b]azepin-3-yl)carbamate